FC=1C=C(C=CC1N1C(C(CCC1)N(S(=O)(=O)C1=CC2=C(OCO2)C=C1)CC(=O)N1CCOCC1)=O)C1=C(C=CC=C1)OC N-(1-(3-fluoro-2'-methoxy-[1,1'-biphenyl]-4-yl)-2-oxopiperidin-3-yl)-N-(2-morpholino-2-oxoethyl)benzo[d][1,3]dioxole-5-sulfonamide